C1=CC(=C(C=C1NC(=O)NC2=CC(=C(C=C2)Cl)C(F)(F)F)C(F)(F)F)Cl The molecule is a member of the class of phenylureas that is urea in which each nitrogen is substituted by a 4-chloro-3-(trifluoromethyl)phenyl group. It has a role as an epitope. It is an organofluorine pesticide, an organochlorine pesticide, a member of monochlorobenzenes, a member of (trifluoromethyl)benzenes and a member of phenylureas. It derives from a 1,3-diphenylurea.